FC1=CC=CC=2N=C(SC21)N(CCC2=CC=C(C=C2)OC)CC=2C=C1CN(CC1=CC2)CC(=O)O 2-(5-(((7-fluorobenzo[d]thiazol-2-yl)(4-methoxyphenethyl)amino)-methyl)isoindolin-2-yl)acetic acid